C(C(=C)C)(=O)N[C@H](CC(C)C)C(=O)N methacryloyl-D-leucinamide